4-(4-(cyclopropanesulfonamido)pyrimidin-2-yl)-N-(5-(6-ethoxypyrazin-2-yl)pyridin-2-yl)piperidine-4-carboxamide hydrochloride Cl.C1(CC1)S(=O)(=O)NC1=NC(=NC=C1)C1(CCNCC1)C(=O)NC1=NC=C(C=C1)C1=NC(=CN=C1)OCC